C(#N)[C@H](CC1=CC=C(C=C1)C=1C=CC2=C(N(C(O2)=O)C)C1)NC(=O)C1(CCC1)CNC(OC(C)(C)C)=O tert-butyl N-[(1-{[(1S)-1-cyano-2-[4-(3-methyl-2-oxo-2,3-dihydro-1,3-benzoxazol-5-yl)phenyl]ethyl]carbamoyl}cyclobutyl)methyl]carbamate